C1(=CC=C2C=CC3=CC=CC4=CC=C1C2=C34)CCCCCCCCCCCS 11-(Pyren-1-yl)undecane-1-thiol